N1N=C(C=C1)[Ti]C1C=CC=C1 pyrazolylcyclopentadienyl-titanium